7-((R)-3-(dimethylamino)pyrrolidin-1-yl)-4-methyl-N-((R)-1-(2-methyl-3-(trifluoromethyl)phenyl)ethyl)phthalazin-1-amine hydrochloride salt Cl.CN([C@H]1CN(CC1)C1=CC=C2C(=NN=C(C2=C1)N[C@H](C)C1=C(C(=CC=C1)C(F)(F)F)C)C)C